6-(difluoromethyl)-5-methyl-pyridine-3-carbaldehyde FC(C1=C(C=C(C=N1)C=O)C)F